C(C)(C)(C)OC(=O)N1CC(C2(CNC(O2)=O)CC1)CO[Si](C1=CC=CC=C1)(C1=CC=CC=C1)C(C)(C)C 6-[[tert-butyl-(diphenyl)silyl]oxymethyl]-2-oxo-1-oxa-3,8-diazaspiro[4.5]decane-8-carboxylic acid tert-butyl ester